(S)-N-(1-AMINO-1,2-DIOXOHEPTAN-3-YL)-2-METHYL-4-PHENYLOXAZOLE-5-CARBOXAMIDE NC(C([C@H](CCCC)NC(=O)C1=C(N=C(O1)C)C1=CC=CC=C1)=O)=O